Cl.NC1CC(CC1)O 3-aminocyclopentan-1-ol HCl